(S)-(5-(3-methylpyridin-2-yl)-2-(3-(5-(trifluoromethyl)pyridin-2-yloxy)pyrrolidin-1-yl)phenyl)methanol CC=1C(=NC=CC1)C=1C=CC(=C(C1)CO)N1C[C@H](CC1)OC1=NC=C(C=C1)C(F)(F)F